5-iodo-4-methoxy-1-(4-methoxybenzyl)-1H-pyrazole IC1=C(C=NN1CC1=CC=C(C=C1)OC)OC